2-(4-cyclopropyl-6-methoxypyrimidin-5-yl)-4-[({4-[5-methyl-3-(trifluoromethyl)-1H-pyrazol-1-yl]phenyl}methyl)amino]pyrimidine-5-carbonitrile C1(CC1)C1=NC=NC(=C1C1=NC=C(C(=N1)NCC1=CC=C(C=C1)N1N=C(C=C1C)C(F)(F)F)C#N)OC